3-(9,9'-spirobifluorene-4-yl)biphenyl C1=CC=C(C=2C3=CC=CC=C3C3(C12)C1=CC=CC=C1C=1C=CC=CC13)C=1C=C(C=CC1)C1=CC=CC=C1